γ-glycidoxypropyl(methyl)diethoxysilane C(C1CO1)OCCC[Si](OCC)(OCC)C